3-(3-(2,2-difluoroethyl)-7-((2-(dimethylamino)ethyl)amino)-1-oxidobenzo[b]thiophen-2-yl)prop-2-yn FC(CC=1C2=C(S(C1C#CC)=O)C(=CC=C2)NCCN(C)C)F